FC1(CN(C1)C(C(=O)OCC)=O)F ethyl 2-(3,3-difluoroazetidin-1-yl)-2-oxoacetate